N-(4,5-Dimethoxy-2-((4-(2-(((1-methyl-1H-indazol-5-yl)methyl)(4-(pyridin-4-yl)benzyl)amino)ethyl)phenyl)carbamoyl)phenyl)-4-oxo-4H-chromene-2-carboxamide COC1=CC(=C(C=C1OC)NC(=O)C=1OC2=CC=CC=C2C(C1)=O)C(NC1=CC=C(C=C1)CCN(CC1=CC=C(C=C1)C1=CC=NC=C1)CC=1C=C2C=NN(C2=CC1)C)=O